benzyl (6-(3-bromophenyl)-2,2,6-trimethyl-7-(2-(methyl-d3)hydrazineyl)-7-oxoheptyl)carbamate BrC=1C=C(C=CC1)C(CCCC(CNC(OCC1=CC=CC=C1)=O)(C)C)(C(=O)NNC([2H])([2H])[2H])C